BrCC(=O)C1=NC=CC(=C1)C(F)(F)F 2-bromo-1-(4-(trifluoromethyl)pyridin-2-yl)ethan-1-one